(Z)-5-(1-(4-amino-2-fluoro-but-2-en-1-yl)-6-(pyrrolidine-1-carbonyl)-1H-benzo[d][1,2,3]triazol-4-yl)-N-cyclopropyl-2-methoxybenzenesulfonamide hydrochloride Cl.NC\C=C(\CN1N=NC2=C1C=C(C=C2C=2C=CC(=C(C2)S(=O)(=O)NC2CC2)OC)C(=O)N2CCCC2)/F